4-[[6-[(1-aminocyclopropyl)methylamino]-1-methylpyrazolo[3,4-d]pyrimidin-4-yl]amino]benzonitrile NC1(CC1)CNC1=NC(=C2C(=N1)N(N=C2)C)NC2=CC=C(C#N)C=C2